(2S)-1-(tert-butoxycarbonyl)-4-(cyanomethyl)pyrrolidine-2-carboxylic acid C(C)(C)(C)OC(=O)N1[C@@H](CC(C1)CC#N)C(=O)O